OC1=CC=C(OCC2CN(CC2)C(=O)OC(C)(C)C)C=C1 tert-Butyl 3-[(4-hydroxyphenoxy)methyl]pyrrolidine-1-carboxylate